[N+](=O)([O-])C1=CC(=C(C=C1)NS(=O)(=O)C)OC1=CC=CC=C1 N-(4-nitro-2-phenoxyphenyl)methanesulfonamide